tert-butyl (S)-3-allyl-3-(4-ethoxy-4-oxobutyl)-2-oxo-3,4-dihydroquinoline-1(2H)-carboxylate C(C=C)[C@@]1(C(N(C2=CC=CC=C2C1)C(=O)OC(C)(C)C)=O)CCCC(=O)OCC